[C@@H]12C(C[C@@H](CC1)C2)NC=2C1=C(N=C(N2)NC2=CC=C(C=3OCCOC32)C=3C=NN(C3)C)NC=C1C#N 4-(((1R,4S)-bicyclo[2.2.1]heptan-2-yl)amino)-2-((8-(1-methyl-1H-pyrazol-4-yl)-2,3-dihydrobenzo[b][1,4]dioxin-5-yl)amino)-7H-pyrrolo[2,3-d]pyrimidine-5-carbonitrile